C1=C(C=CC2=CC=CC=C12)OS(=O)(=O)C1C2C(=C(C(C1)O2)C2=CC=C(C=C2)O)C2=CC=C(C=C2)NC(CCCCC[Se]C#N)=O naphthalene-2-yl-5-(4-hydroxyphenyl)-6-(4-(6-selenocyano-hexanamido) phenyl)-7-oxabicyclo[2.2.1]hept-5-ene-2-sulfonate